C(=O)O.C(C)N(CCCNC(=O)C1=CC2=C(N3C(S2)=NC(=C3)C3=CC=C(C=C3)CO)C=C1)CC N-(3-(diethylamino)propyl)-2-(4-(hydroxymethyl)phenyl)benzo[d]imidazo[2,1-b]thiazole-7-carboxamide formate